BrC1=C(C2=CN(N=C2C(=C1)C)C)N 5-bromo-2,7-dimethyl-2H-indazol-4-amine